propenamide, hydrochloride Cl.C(C=C)(=O)N